ClC1=CC=C2C(=CC(=NC2=C1)C1=CC=C(C(=O)O)C=C1)CN1CCOCC1 4-(7-chloro-4-(morpholinomethyl)quinolin-2-yl)benzoic acid